Methyl 2-(3-iodophenyl)-2-methyl-4-((2-oxobut-3-yn-1-yl)oxy)butanoate IC=1C=C(C=CC1)C(C(=O)OC)(CCOCC(C#C)=O)C